CC1(CCC(CC1)C1=CC=C(C=C1)NC1CC(C1)C(=O)N)C 3-((4-(4,4-Dimethylcyclohexyl)phenyl)amino)cyclobutane-1-carboxamide